C(C)(C)(C)OC(\C=C\OC1=CC2=C(N(C[C@H](CS2(=O)=O)CCCC)C2=CC=C(C=C2)F)C=C1SCC)=O (R)-(E)-3-((3-butyl-7-(ethylsulfanyl)-5-(4-fluorophenyl)-1,1-dioxido-2,3,4,5-tetrahydro-1,5-benzothiazepin-8-yl)oxy)acrylic acid tert-butyl ester